C[Si](C)(C)O[Cr](=O)(=O)O[Si](C)(C)C bis-trimethylsilylchromate